ethyl (2-cyano-2-(2-(3,5-dichloro-4-((6-methoxy-5-(2,2,2-trifluoroacetamido)pyridin-3-yl)oxy)phenyl)hydrazineylidene)acetyl)carbamate C(#N)C(C(=O)NC(OCC)=O)=NNC1=CC(=C(C(=C1)Cl)OC=1C=NC(=C(C1)NC(C(F)(F)F)=O)OC)Cl